2'-[6-amino-5-(trifluoromethyl)pyridin-3-yl]-N-[(pyrazin-2-yl)methyl]-5',6'-dihydrospiro[pyrrolidine-3,4'-pyrrolo[1,2-b]pyrazole]-1-carboxamide NC1=C(C=C(C=N1)C=1C=C2N(N1)CCC21CN(CC1)C(=O)NCC1=NC=CN=C1)C(F)(F)F